(6-chloro-5-(3-(methylsulfonyl)indol-1-yl)-1,2,4-triazin-3-yl)-6-methoxy-2-methyl-1,2,3,4-tetrahydroisoquinolin-7-amine ClC1=C(N=C(N=N1)C1N(CCC2=CC(=C(C=C12)N)OC)C)N1C=C(C2=CC=CC=C12)S(=O)(=O)C